OC1=CC(=CC=2CC3=CC(=CC(=C3C(C12)=O)O)C)O 1,3,8-trihydroxy-6-methylanthrone